(R,E)-N'-((4-chlorophenyl)sulfonyl)-3-(4-fluorophenyl)-4-phenyl-N-((1s,3R)-3-(sulfamoylamino)cyclobutyl)-4,5-dihydro-1H-pyrazole-1-carboximidamide ClC1=CC=C(C=C1)S(=O)(=O)\N=C(/NC1CC(C1)NS(N)(=O)=O)\N1N=C([C@@H](C1)C1=CC=CC=C1)C1=CC=C(C=C1)F